FC(N1C(=NC(=C1)C=1C=C2CN(C(C2=CC1)=O)C1C(NC(CC1)=O)=O)C1=CC=CC=C1)F 3-(5-(1-(difluoromethyl)-2-phenyl-1H-imidazol-4-yl)-1-oxoisoindolin-2-yl)piperidine-2,6-dione